C(C)OC(=O)C1=C(N=C(S1)NC(CCNC(C1=CC(=CC=C1)C1=NOC(=N1)C)=O)=O)C(C)C 4-isopropyl-2-[3-[[3-(5-methyl-1,2,4-oxadiazol-3-yl)benzoyl]amino]propionylamino]thiazole-5-carboxylic acid ethyl ester